CC(C(=O)OC(C)(C)C)(C)C=1C=C2CCNCC2=CC1 tert-butyl 2-methyl-2-(1,2,3,4-tetrahydroisoquinolin-6-yl)propanoate